ClC1=NC(=C2N=CN(C2=N1)C[C@H]1OCCC1)NCC1=CC(=CC=C1)I (2S,3R,4R)-2-((2-chloro-6-((3-iodobenzyl)amino)-9H-purin-9-yl)methyl)tetrahydrofuran